4-bromo-2-methylsulfanyl-benzonitrile BrC1=CC(=C(C#N)C=C1)SC